2,2-dimethylpropane-1-sulfonyl chloride CC(CS(=O)(=O)Cl)(C)C